C1(CC1)C1=NN(C=N1)C1CC2(CN(C2)C(=O)N2C[C@H]3[C@@H](C2)CC(C3)OC3=C(C=C(C=C3F)F)F)C1 |r| [6-(3-cyclopropyl-1,2,4-triazol-1-yl)-2-azaspiro[3.3]heptan-2-yl]-[rac-(3aS,6aR)-5-(2,4,6-trifluorophenoxy)-3,3a,4,5,6,6a-hexahydro-1H-cyclopenta[c]pyrrol-2-yl]methanone